(n-propylcyclopentadienyl)(tetramethylcyclopentadienyl)titanium C(CC)C1(C=CC=C1)[Ti]C1(C(=C(C(=C1)C)C)C)C